C(C)(C)(C)C1=CC=C(C=C1)C1(NC2=CC=CC=C2C1=O)C1C(N(C(C1O)=O)C)=O 3-(2-(4-(tert-Butyl)phenyl)-3-oxoindolin-2-yl)-4-hydroxy-1-methylpyrrolidine-2,5-dione